BrC1=CC2=C(C(=CS2)S(=O)(=O)NC2=NC=C(C(=N2)OC)OC(F)F)C=C1 6-bromo-N-[5-(difluoromethoxy)-4-methoxy-pyrimidin-2-yl]benzothiophene-3-sulfonamide